Butyl (3-cyano-4-(3-((S)-3-(cyclobutylamino)pyrrolidin-1-yl)-5-fluoro-7,9-dihydrofuro[3,4-f]quinazolin-6-yl)-7-fluorothieno[3,2-c]pyridin-2-yl)carbamate C(#N)C1=C(SC2=C1C(=NC=C2F)C=2C1=C(C=3C=NC(=NC3C2F)N2C[C@H](CC2)NC2CCC2)COC1)NC(OCCCC)=O